(S)-2-((1-(3-benzhydryl-1,2,4-oxadiazol-5-yl)ethyl)carbamoyl)-4-methoxypyridin-3-yl ethyl carbonate C(OC=1C(=NC=CC1OC)C(N[C@@H](C)C1=NC(=NO1)C(C1=CC=CC=C1)C1=CC=CC=C1)=O)(OCC)=O